1-pyrazolo[1,5-a]pyridin-6-yl-cyclobutanecarboxylic acid N1=CC=C2N1C=C(C=C2)C2(CCC2)C(=O)O